O=C1C=C(C=NN1C1C(NC(CC1)=O)=O)N1CCNCC1 3-(6-oxo-4-(piperazin-1-yl)pyridazin-1(6H)-yl)piperidine-2,6-dione